C(C)(C)C1=CC=C(C=C1)C1=NOC(=N1)[C@H](C)N1C(OC2=C(C1=O)N=CC=C2OC)=O (S)-3-(1-(3-(4-isopropylphenyl)-1,2,4-oxadiazol-5-yl)ethyl)-8-methoxy-2H-pyrido[2,3-e][1,3]oxazine-2,4(3H)-dione